C(C)(C)N1NC2=NC(=NC=C2C1=O)SC 2-isopropyl-6-methylsulfanyl-1H-pyrazolo[3,4-d]pyrimidin-3-one